CC1=CC=C(C=C1)C1=CC=C(C=C1)C1(CCC(CC1)C=C)O 1-(4'-methylbiphenyl-4-yl)-4-vinylcyclohexanol